COC(C1CCN(CC1)C1=C(C2=C(NC(N2C)=O)C(=C1)F)F)OC 5-[4-(dimethoxymethyl)-1-piperidyl]-4,7-difluoro-3-methyl-1H-benzimidazol-2-one